1-cyclobutyl-4-(4-(4,4,5,5-tetramethyl-1,3,2-dioxaborolan-2-yl)phenyl)piperidine C1(CCC1)N1CCC(CC1)C1=CC=C(C=C1)B1OC(C(O1)(C)C)(C)C